CCC(CC1=CNC2=CC=CC=C21)N ethyltryptamine